BrCC(=O)C=1C=C(C=CC1)S(=O)(=O)NC(C)(C)C 3-(2-bromoacetyl)-N-tert-butyl-benzenesulfonamide